2-(((1-methylazetidin-3-yl)carbamoyl)oxy)propane-1,3-diyl distearate C(CCCCCCCCCCCCCCCCC)(=O)OCC(COC(CCCCCCCCCCCCCCCCC)=O)OC(NC1CN(C1)C)=O